C(#N)C1=CC(=C(C=C1)C1C(=C(NC=2C3=C(N=C(C12)O)C=CS3)C)C(=O)OCCC#N)OC 2-cyanoethyl 6-(4-cyano-2-methoxyphenyl)-5-hydroxy-8-methyl-6,9-dihydrothieno[3,2-h][1,6]naphthyridine-7-carboxylate